CN(CC(COC1=C(C=CC=C1)CCC1=CC(=CC=C1)OC)OC(CCC(=O)O)=O)C.COC=1C=CC=2C[C@@H]3[C@@H]4CCCC[C@@]4(C2C1)CCN3C d-3-methoxy-N-methylmorphinan 4-[1-dimethylamino-3-[2-[2-(3-methoxyphenyl)ethyl]phenoxy]propan-2-yl]oxy-4-oxobutanoate salt